C(C)(C)C1=NC=CC=C1C=1N=CN2C1CNCC2 (2-isopropylpyridin-3-yl)-5,6,7,8-tetrahydroimidazo[1,5-a]pyrazine